2-[[1-[5-[3-[3-[[Ethyl(methyl)sulfamoyl]amino]-2,6-difluoro-benzoyl]-1H-pyrrolo[2,3-b]pyridin-5-yl]pyrimidin-2-yl]-4-piperidyl]-methyl-amino]acetic acid C(C)N(S(=O)(=O)NC=1C(=C(C(=O)C2=CNC3=NC=C(C=C32)C=3C=NC(=NC3)N3CCC(CC3)N(CC(=O)O)C)C(=CC1)F)F)C